[1,4]Oxazine-2-carboxylic acid methyl ester COC(=O)C1OC=CN=C1